1-(2-chlorophenyl)-5-oxo-N-(5-(trifluoromethyl)thiazol-2-yl)pyrrolidine-3-carboxamide ClC1=C(C=CC=C1)N1CC(CC1=O)C(=O)NC=1SC(=CN1)C(F)(F)F